ClC1=C(C(=C(C=C1OC)OC)Cl)C1=CC2=C(N=C(N=C2)NC2=C(C=CC=C2C)NC(C=C)=O)C(=N1)NC1CCN(CC1)C N-(2-((6-(2,6-dichloro-3,5-dimethoxyphenyl)-8-((1-methylpiperidin-4-yl)amino)pyrido[3,4-d]pyrimidin-2-yl)amino)-3-methylphenyl)acrylamide